CC=1C(=CC(=NC1)NC(OC(C)(C)C)=O)C=1N=CC=2N(C1)C=CC2 tert-butyl (5-methyl-4-(pyrrolo[1,2-a]pyrazin-3-yl)pyridin-2-yl)carbamate